methyl (2Z)-2-azido-3-(5-bromo-2-methoxyphenyl)prop-2-enoate N(=[N+]=[N-])\C(\C(=O)OC)=C/C1=C(C=CC(=C1)Br)OC